1-{[(tert-butoxy)carbonyl]amino}-3,6,9,12-tetraoxapentadecan-15-oic acid C(C)(C)(C)OC(=O)NCCOCCOCCOCCOCCC(=O)O